3-(3-fluorophenyl)-2-[(1S)-1-(7H-purin-6-ylamino)propyl]chromen-4-one FC=1C=C(C=CC1)C1=C(OC2=CC=CC=C2C1=O)[C@H](CC)NC1=C2NC=NC2=NC=N1